C1OCCC2=CC(=CC=C12)C=O isochroman-6-yl-methanone